C(C)C1=NN(C2=NC(=NC(=C21)NCC2=CC(=CC=C2)O)C2=CC=C(C(=O)OC)C=C2)C Methyl 4-(3-ethyl-4-((3-hydroxybenzyl)amino)-1-methyl-1H-pyrazolo[3,4-d]pyrimidin-6-yl)benzoate